CN(CC(C)O)C 1-(dimethylamino)-2-hydroxypropan